5a-(4-bromophenyl)-8-((tert-butyldimethylsilyl)oxy)-3-chloro-7-((dimethylamino)methyl)-1-methoxy-6-phenyl-5a,6,7,8-tetrahydro-8aH-cyclopenta[4,5]furo[3,2-c]pyridin-8a-ol BrC1=CC=C(C=C1)C12C(C=3C(=NC(=CC3O1)Cl)OC)(C(C(C2C2=CC=CC=C2)CN(C)C)O[Si](C)(C)C(C)(C)C)O